(10R)-N-(4-Fluoro-3-(trifluoromethyl)phenyl)-10-methyl-5,6,9,10-tetrahydro-4H-isoxazolo[3,4-c]pyrido[4',3':3,4]pyrazolo[1,5-a]azepine-11(12H)-carboxamide FC1=C(C=C(C=C1)NC(=O)N1CC=2C(=NN3C2C=2C(CCC3)=CON2)C[C@H]1C)C(F)(F)F